CN(S(=O)(=O)C1=CC=C(C=C)C=C1)C N,N-dimethyl-p-styrenesulfonamide